N-(2-cyclopropylethyl)-4-((3,3-difluorocyclobutyl)amino)-6-(1H-pyrazol-4-yl)quinoline-3-carboxamide C1(CC1)CCNC(=O)C=1C=NC2=CC=C(C=C2C1NC1CC(C1)(F)F)C=1C=NNC1